(2R,4R)-1-((3-chloro-2-fluoro-phenyl)difluoromethyl)-2-ethyl-4-((3-fluoro-6-((5-methyl-1H-pyrazol-3-yl)amino)pyridin-2-yl)methyl)-piperidine-4-carboxylic acid ClC=1C(=C(C=CC1)C(N1[C@@H](C[C@@](CC1)(C(=O)O)CC1=NC(=CC=C1F)NC1=NNC(=C1)C)CC)(F)F)F